C1(=CC=CC=C1)NC1=NC2=C(N1)C=C(C=C2C(F)(F)F)C(F)(F)F N-phenyl-4,6-bis(trifluoromethyl)-1H-benzo[d]imidazol-2-amine